2-{(3S)-3-[(cyclobutoxy)methyl][1,4'-bipiperidin]-1'-yl}-N-[(3,5-difluoropyridin-2-yl)methyl]-1,3-thiazole-5-carboxamide C1(CCC1)OC[C@@H]1CN(CCC1)C1CCN(CC1)C=1SC(=CN1)C(=O)NCC1=NC=C(C=C1F)F